((6-(((4,4-difluorocyclohexyl) amino) methyl) pyridin-2-yl) methyl) carbamate C(N)(OCC1=NC(=CC=C1)CNC1CCC(CC1)(F)F)=O